P(=O)(OC[C@H]1O[C@@]([C@@H]2OC(O[C@@H]21)(C)C)(C#N)C2=CC=C1C(=NC=NN12)N)(OC1=C(C=CC=C1)Cl)OCCCOCCCCCCCCCCCCCCCC ((3aR,4R,6R,6aR)-6-(4-Aminopyrrolo[2,1-f][1,2,4]triazin-7-yl)-6-cyano-2,2-dimethyltetrahydrofuro[3,4-d][1,3]dioxol-4-yl)methyl (2-chlorophenyl) (3-(hexadecyloxy)propyl) phosphate